lithium-indium bromide [Br-].[In+3].[Li+].[Br-].[Br-].[Br-]